C1(CCC1)C=1C(=NN(C1NC(=O)C1CC(C1)(F)F)C)C1=NC=C(C=C1)F N-(4-cyclobutyl-3-(5-fluoropyridin-2-yl)-1-methyl-1H-pyrazol-5-yl)-3,3-difluorocyclobutane-1-carboxamide